C12=CCCC(CCC1)B2 9-borabicyclo[3.3.1]nonanen